CC=1C(=NON1)CC(=O)N1CCC(CC1)C1=NOC(=N1)C1CCC2(CC2)CC1 2-(4-methyl-1,2,5-oxadiazol-3-yl)-1-(4-(5-(spiro[2.5]octan-6-yl)-1,2,4-oxadiazol-3-yl)piperidin-1-yl)ethan-1-one